NC1=NC=C(C=N1)C=1N=CN2C1N(C(C1=CC(=CC(=C21)[C@@](C)([2H])NC=2C(=NC(=CC2)Cl)C=2N=NN(N2)C)C)=O)C([2H])([2H])[2H] (s)-3-(2-aminopyrimidin-5-yl)-9-(1-((6-chloro-2-(2-methyl-2H-tetrazol-5-yl)pyridin-3-yl)amino)ethyl-1-d)-7-methyl-4-(methyl-d3)imidazo[1,5-a]quinazolin-5(4H)-one